6-bromo-N-(2-chloro-3-methoxyphenyl)-8-methyl-[1,2,4]triazolo[1,5-a]pyridin-5-amine BrC=1C=C(C=2N(C1NC1=C(C(=CC=C1)OC)Cl)N=CN2)C